4-acryl-7-(methoxycarbonyl)-3,4-dihydro-2H-benzo[b]-[1,4]oxazine-2-carboxylic acid C(=O)(C=C)N1C2=C(OC(C1)C(=O)O)C=C(C=C2)C(=O)OC